(Sa)-6-(2-amino-7-(1H-pyrazol-5-yl)quinolin-4-ylamino)spiro[3.3]heptan-2-ol NC1=NC2=CC(=CC=C2C(=C1)NC1CC2(CC(C2)O)C1)C1=CC=NN1